(4-trifluoromethylphenyl)acetone FC(C1=CC=C(C=C1)CC(C)=O)(F)F